ClC=1C=C2CC[C@@]3(C2=CC1)COC1=CC=C2C(NS(CCOC/C=C/[C@@H]4CC[C@H]4CN(C3)C1=C2)(=O)=O)=O (3R,6S,7E,22S)-5'-chloro-2',3'-dihydro-15H-spiro[10,20-dioxa-13-thia-1,14-diazatetracyclo[14.7.2.03,6.019,24]pentacosa-7,16,18,24-tetraene-22,1'-inden]-15-one 13,13-dioxide